2-methoxy-4-{[2-(hydroxymethyl)-3-(4-hydroxy-3-methoxyphenyl)-4-oxacyclopentyl]methyl}phenolate COC1=C(C=CC(=C1)CC1C(C(OC1)C1=CC(=C(C=C1)O)OC)CO)[O-]